CC1=C2CN(C(C2=CC(=C1C#N)CC1=CC=C(C=C1)N1N=CC=C1)=O)CC1OCCC1 4-methyl-1-oxo-6-(4-(1H-pyrazol-1-yl)benzyl)-2-(tetrahydrofuran-2-ylmethyl)isoindoline-5-carbonitrile